3-methyl-thiofurane CC1=CSC=C1